C(CCC\C=C/C\C=C/C\C=C/C\C=C/CCCCC)(=O)OC[C@@H](OC(CCC\C=C/C\C=C/C\C=C/C\C=C/CCCCC)=O)CO 1,2-di-arachidonoyl-sn-glycerol